C(=O)(OC(C)(C)C)N[C@@H](CC1=CC(I)=C(C(I)=C1)OC1=CC(I)=C(C(I)=C1)O)C(=O)O Boc-L-thyroxine